C1=CC(=CC=C1CCl)CCl α,α'-dichloro-p-xylene